C(C1=CC=CC=C1)OC(=O)N1CC(CC1)C1=NN2C(=NC(=CC2=O)OS(=O)(=O)C2=CC=C(C=C2)C)S1.FC1=C2C(N(C=NC2=CC=C1)C1CCNCC1)=O 5-fluoro-3-(piperidin-4-yl)quinazolin-4-one benzyl-3-[5-oxo-7-(p-tolylsulfonyloxy)-[1,3,4]thiadiazolo[3,2-a]pyrimidin-2-yl]pyrrolidine-1-carboxylate